ClC1=C(C(=NC=N1)NC=1C=C(C(=CC1N1C[C@@H](N([C@@H](C1)C)C)C)F)C1=CC(=CC=C1)CN1CCOCC1)N 6-chloro-N4-(6-fluoro-3'-(morpholinomethyl)-4-((3S,5R)-3,4,5-trimethylpiperazin-1-yl)-[1,1'-biphenyl]-3-yl)pyrimidine-4,5-diamine